[Pd].[Pd].C(C1=CC=CC=C1)=CC(=O)C=CC1=CC=CC=C1.C(C1=CC=CC=C1)=CC(=O)C=CC1=CC=CC=C1.C(C1=CC=CC=C1)=CC(=O)C=CC1=CC=CC=C1 tri-(dibenzylideneacetone) dipalladium